FC1=CC=C(C=C1)CCCO 3-(4-fluorophenyl)propan-1-ol